Methyl 2-[4-fluoro-3-(3-fluoroazetidin-1-yl) phenyl]-2-methoxy-acetate FC1=C(C=C(C=C1)C(C(=O)OC)OC)N1CC(C1)F